FC1=CC(=C(OC=2C(=NC=NC2)N2CC3(C2)CCN(CC3)C(=O)OC(C)(C)C)C=C1)C(N(CC(F)(F)F)C(C)C)=O tert-Butyl 2-(5-(4-fluoro-2-(isopropyl(2,2,2-trifluoroethyl)carbamoyl)phenoxy)pyrimidin-4-yl)-2,7-diazaspiro[3.5]nonane-7-carboxylate